BrC1=C(C=2N=C(N=C(C2C=N1)N1[C@@H]2[C@H]([C@@H]2COCC1)F)OC([2H])([2H])[C@]12CCCN2C[C@@H](C1)F)F (1S,7S,8S)-2-(7-Bromo-8-fluoro-2-(((2R,7aS)-2-fluorotetrahydro-1H-pyrrolizin-7a(5H)-yl)methoxy-d2)pyrido[4,3-d]pyrimidin-4-yl)-8-fluoro-5-oxa-2-azabicyclo[5.1.0]octane